methyl 2-amino-4-bromo-1-(3-methoxy-2,6-dimethylphenyl)-5-methyl-1H-pyrrolo[2,3-b]pyridine-3-carboxylate NC1=C(C=2C(=NC=C(C2Br)C)N1C1=C(C(=CC=C1C)OC)C)C(=O)OC